[Li+].[Li+].CC1C(C(CCC1)C(=O)[O-])C(=O)[O-] 3-methylcyclohexane-1,2-dicarboxylic acid dilithium salt